lithium-cobalt-lithium cobalt oxide [Co]=O.[Li].[Co].[Li]